2-((5-chloro-2-cyanophenyl) amino)-2-oxoacetate ClC=1C=CC(=C(C1)NC(C(=O)[O-])=O)C#N